BrC(C(=O)NC1=NC=C(C=C1)OC1=CC=C(C=C1)F)C 2-bromo-N-(5-(4-fluorophenoxy)pyridin-2-yl)propanamide